4-(3-((5-chloro-2-((2-cyclopropyl-4-morpholinylphenyl)amino)pyrimidin-4-yl)amino)propyl)-1,4-oxazepan-3-one ClC=1C(=NC(=NC1)NC1=C(C=C(C=C1)N1CCOCC1)C1CC1)NCCCN1C(COCCC1)=O